OCC(C(=O)N1CCC2(CC1)C(N(C1=CC=CC=C12)C1CC(C1)N1CCCCC1)=O)(C)C 1'-(3-hydroxy-2,2-dimethylpropionyl)-1-((1s,3s)-3-(piperidin-1-yl)cyclobutyl)spiro[indoline-3,4'-piperidine]-2-one